3,4-bis(di-p-cyclohexylphosphino)-2,5-di-butylthiophene C1CCC(CC1)P(C1=C(SC(=C1P(C1CCCCC1)C1CCCCC1)CCCC)CCCC)C1CCCCC1